ClC=1C=C(CSC2=NNC(=N2)CCC)C=CC1 3-[(3-Chlorobenzyl)sulfanyl]-5-propyl-[1,2,4]triazol